6-[5-({3-[cyclopropyl(methyl)-carbamoyl]cyclohexyl}carbamoyl)-6-methoxypyridin-3-yl]-N-methyl-1H-indazole-3-carboxamide C1(CC1)N(C(=O)C1CC(CCC1)NC(=O)C=1C=C(C=NC1OC)C1=CC=C2C(=NNC2=C1)C(=O)NC)C